FC=1C=C(C(=NC1)OC)B(O)O (5-fluoro-2-methoxy-3-pyridyl)boronic acid